3-(5-(1-(1-methyl-1H-pyrazol-4-yl)-4-(pyrrolidin-1-ylmethyl)-1H-pyrrolo[2,3-b]pyridin-6-yl)-1-oxoisoindolin-2-yl)piperidine-2,6-dione CN1N=CC(=C1)N1C=CC=2C1=NC(=CC2CN2CCCC2)C=2C=C1CN(C(C1=CC2)=O)C2C(NC(CC2)=O)=O